COCCS(=O)(=O)N1CC2=C(C3=C(C(N(N=C3)CC=3C=NC(=CC3)OC)=O)N2C)CC1 7-((2-methoxyethyl)sulfonyl)-3-((6-methoxypyridin-3-yl)methyl)-5-methyl-3,5,6,7,8,9-hexahydro-4H-pyrido[4',3':4,5]pyrrolo[2,3-d]pyridazin-4-one